Methyl (E)-3-(1-((2R,4S,5R)-4-Hydroxy-5-(hydroxymethyl)tetrahydrofuran-2-yl)-2,4-dioxo-1,2,3,4-tetrahydropyrimidin-5-yl)acrylate O[C@H]1C[C@@H](O[C@@H]1CO)N1C(NC(C(=C1)/C=C/C(=O)OC)=O)=O